3-(6-Aminopyridin-3-yl)-2-(1H-tetrazol-5-yl)-1H-pyrrole-1-sulfonamide NC1=CC=C(C=N1)C1=C(N(C=C1)S(=O)(=O)N)C1=NN=NN1